COC=1C=C(C=CC1)[C@H]1C[C@H](CN(C1)C)N (3R,5R)-5-(3-methoxyphenyl)-1-methyl-piperidin-3-amine